PHENYLAMINOPYRIMIDINAMID C1(=CC=CC=C1)NC1=NC(=NC=C1)C(=O)N